C1(=CC=CC=C1)CC(=O)OCC1=CC=C(C=C1)OC Benzeneacetic acid, (4-methoxyphenyl)methyl ester